N=1C=CN2C1C=C(C=C2)C2=C(C=CC(=N2)C#N)C=2C=NN(C2)CC(C(F)(F)F)(C)C 6-imidazo[1,2-a]pyridin-7-yl-5-[1-(3,3,3-trifluoro-2,2-dimethylpropyl)-1H-pyrazol-4-yl]pyridine-2-carbonitrile